Ethyl-tri-butyl-tin C(C)[Sn](CCCC)(CCCC)CCCC